(4-(4,6-bis(naphthalen-2-yl)-1,3,5-triazin-2-yl)phenyl)quinoline C1=C(C=CC2=CC=CC=C12)C1=NC(=NC(=N1)C1=CC2=CC=CC=C2C=C1)C1=CC=C(C=C1)C1=NC2=CC=CC=C2C=C1